4-[5-(4-fluorophenyl)-6-tetrahydropyran-4-yl-1H-pyrrolo[2,3-f]indazol-7-yl]-N-(3-methylsulfonyl-cyclobutyl)benzamide FC1=CC=C(C=C1)N1C(=C(C2=C1C=C1C=NNC1=C2)C2=CC=C(C(=O)NC1CC(C1)S(=O)(=O)C)C=C2)C2CCOCC2